NC1=NC=CC(=C1)C[C@@H]1[C@H](N(C1=O)C(=O)N[C@H](CC)C1=CC(=CC=C1)F)C(=O)N(C)C=1N(C=CN1)C (2S,3R)-3-((2-aminopyridin-4-yl)methyl)-N2-(1-methyl-1H-imidazol-2-yl)-N1-((R)-1-(3-fluorophenyl)propyl)-N2-methyl-4-oxoazetidine-1,2-dicarboxamide